C(C)(C)(C)C1=C(C(C=NCCN=CC=2C(O)=C(C=CC2)C(C)(C)C)=CC=C1)O N,N'-bis(3-tert-butylsalicylidene)-ethylenediamine